O=C1C2CCC(C(C1C(=O)C1=CC(=NN(C1=O)C(C(=O)N(C)C)C)C)=O)C2 [5-(2,4-dioxobicyclo[3.2.1]octane-3-carbonyl)-3-methyl-6-oxo-pyridazin-1-yl]-N,N-dimethyl-propionamide